The molecule is a branched amino octasaccharide comprised of a sequence of alpha-D-mannose, beta-D-mannose, N-acetyl-beta-D-glucosamine and N-acetyl-D-glucosamine residues linked (1->3), (1->4) and (1->4), to the beta-D-mannose of which is (1->6)-linked a tetrasaccharide branch comprising N-acetyl-alpha-neuraminose, beta-D-galactose, N-acetyl-beta-D-glucosamine and alpha-D-mannose residues linked sequentially (2->6), (1->4) and (1->2). It has a role as an epitope. It is an amino octasaccharide and a glucosamine oligosaccharide. CC(=O)N[C@@H]1[C@H](C[C@@](O[C@H]1[C@@H]([C@@H](CO)O)O)(C(=O)O)OC[C@@H]2[C@@H]([C@@H]([C@H]([C@@H](O2)O[C@@H]3[C@H](O[C@H]([C@@H]([C@H]3O)NC(=O)C)O[C@H]4[C@H]([C@@H]([C@H](O[C@@H]4OC[C@@H]5[C@H]([C@@H]([C@@H]([C@@H](O5)O[C@@H]6[C@H](O[C@H]([C@@H]([C@H]6O)NC(=O)C)O[C@@H]7[C@H](OC([C@@H]([C@H]7O)NC(=O)C)O)CO)CO)O)O[C@@H]8[C@H]([C@H]([C@@H]([C@H](O8)CO)O)O)O)O)CO)O)O)CO)O)O)O)O